(3R)-3-amino-5-[(4-chlorophenyl)methyl]-7-[5-(2,2-difluoromorpholin-4-yl)-1,3,4-oxadiazol-2-yl]-1,1-dioxo-2,3-dihydro-1lambda6,5-benzothiazepin-4-one N[C@H]1CS(C2=C(N(C1=O)CC1=CC=C(C=C1)Cl)C=C(C=C2)C=2OC(=NN2)N2CC(OCC2)(F)F)(=O)=O